6-dodecadienolide C1(C=CC=CC(CCCCCC)O1)=O